1-methyl-6-(5-((methyl-d3)(1-propionylazetidin-3-yl)amino)pyridin-3-yl)quinolin-2(1H)-one CN1C(C=CC2=CC(=CC=C12)C=1C=NC=C(C1)N(C1CN(C1)C(CC)=O)C([2H])([2H])[2H])=O